(1R,2S,3R,5R)-3-[5-(4-benzylthiophen-2-yl)pyrrolo[2,3-d]pyrimidin-7-yl]-5-{[methyl({3-[(2-phenylethyl)amino]propyl})amino]methyl}cyclopentane-1,2-diol C(C1=CC=CC=C1)C=1C=C(SC1)C1=CN(C=2N=CN=CC21)[C@H]2[C@@H]([C@@H]([C@H](C2)CN(CCCNCCC2=CC=CC=C2)C)O)O